OC=1C=CC2=C(C1)NC1=C2C2=C(C=3C4=CC=C(C=C4NC13)O)CN(C2)NC(CO)CO 12,13-dihydro-2,10-dihydroxy-6-[[2-hydroxy-1-(hydroxymethyl)ethyl]amino]-5H-indolo[2,3-a]pyrrolo[3,4-c]carbazole